(3-nitro-4-(((tetrahydro-2H-pyran-3-yl)methyl)amino)benzenesulfonyl)benzamide [N+](=O)([O-])C=1C=C(C=CC1NCC1COCCC1)S(=O)(=O)C1=C(C(=O)N)C=CC=C1